N=1N(N=CC1)C(C)C=1C=C(C=C(C1)O)O 5-(1-(2H-1,2,3-Triazol-2-yl)ethyl)benzene-1,3-diol